[Br-].C(C=C)[NH+]1CCCC1 1-allylpyrrolidin-1-ium bromide